C(C1=CC=CC=C1)(C1=CC=CC=C1)C(C(C)N)N benzhydryl-propane-1,2-diamine